OCC(=O)[C@@H](O)[C@H](O)CO D-xylulose